(2S,5R)-5-(2-chlorophenyl)-1-(4-((3,5-dimethylisoxazol-4-yl)methoxy)benzoyl)pyrrolidine-2-carboxylic acid ClC1=C(C=CC=C1)[C@H]1CC[C@H](N1C(C1=CC=C(C=C1)OCC=1C(=NOC1C)C)=O)C(=O)O